C(C)(=O)C1=NN(C2=CC=C(C=C12)C=1C=NC(=NC1)C)CC(=O)N1[C@@H](C[C@H](C1)C)C(=O)NC1=NC(=CC=C1)Br (2S,4R)-1-(2-(3-acetyl-5-(2-methylpyrimidin-5-yl)-1H-indazol-1-yl)acetyl)-N-(6-bromopyridin-2-yl)-4-methylpyrrolidine-2-carboxamide